2-chloro-N-(1H-pyrazol-4-yl)quinazolin-4-amine ClC1=NC2=CC=CC=C2C(=N1)NC=1C=NNC1